S1S[C@@H](CC1)CCCCC(=O)OCCN1CCOCC1 2-Morpholinoethyl (R)-5-(1,2-dithiolan-3-yl)pentanoate